CC(=CC(=O)OCC)C ethyl 3-methylcrotonoate